5-((4-(Hydroxymethyl)indolin-1-yl)sulfonyl)isoquinolin-1(2H)-one OCC1=C2CCN(C2=CC=C1)S(=O)(=O)C1=C2C=CNC(C2=CC=C1)=O